DIHYDROXYBENZOATE OC=1C(=C(C(=O)[O-])C=CC1)O